2-chloro-4-(4-nitrophenyl)pyrimidine ClC1=NC=CC(=N1)C1=CC=C(C=C1)[N+](=O)[O-]